ethyl 2-amino-oxazole-4-carboxylate NC=1OC=C(N1)C(=O)OCC